N[C@@H]1C2=CC=CC=C2CC12CCN(CC2)C=2C(=NC(=CN2)SC2=C(C(=NC=C2)OC)Cl)CO (S)-(3-(1-amino-1,3-dihydrospiro[inden-2,4'-piperidin]-1'-yl)-6-((3-chloro-2-methoxypyridin-4-yl)thio)pyrazin-2-yl)methanol